6-(Boc-amino)hexyl bromide C(=O)(OC(C)(C)C)NCCCCCCBr